CNC(=O)C1=NC=C(C=C1)O[C@@H]1CNCC1 N-methyl-5-[(3S)-pyrrolidin-3-yloxy]pyridine-2-carboxamide